Cl.NC\C=C(\CN1C=NC2=C1C=C(C=C2C2=CC=C(C=C2)S(=O)(=O)N(C)C)C(F)(F)F)/F (Z)-4-(1-(4-amino-2-fluoro-but-2-en-1-yl)-6-(trifluoromethyl)-1H-benzo[d]imidazol-4-yl)-N,N-dimethylbenzenesulfonamide hydrochloride